NC=1C=CC(=NC1)N1N=C(C(=C1)C1=CN=C(N1C)C(=O)NC1=CC(=C(C=C1)C(=O)N1CCC(CC1)C(=O)N1CC[N+](CC1)(C)C)Cl)C(F)(F)F 5-[1-(5-amino-2-pyridyl)-3-(trifluoromethyl)pyrazol-4-yl]-N-[3-chloro-4-[4-(4,4-dimethylpiperazin-4-ium-1-carbonyl)piperidine-1-carbonyl]phenyl]-1-methyl-imidazole-2-carboxamide